FC=1C=2N(C=C(C1)OC1=NC=CC=C1OCC(F)(F)F)C(=C(N2)C(=O)NC2(CCS(CC2)(=O)=O)C)C 8-fluoro-3-methyl-N-(4-methyl-1,1-dioxo-thian-4-yl)-6-[[3-(2,2,2-trifluoroethoxy)-2-pyridyl]oxy]imidazo[1,2-a]pyridine-2-carboxamide